ClC=1C(=C(C=CC1)C[C@@H]1N(C[C@@H]([C@@H]1NS(=O)(=O)C1CC1)F)C(=O)C1OCC1)F N-[(2S,3R,4S)-2-[(3-chloro-2-fluoro-phenyl)methyl]-4-fluoro-1-(oxetane-2-carbonyl)pyrrolidin-3-yl]cyclopropane-sulfonamide